CNC(OC1=C(C=CC2=C1C[C@H]1CCCN([C@@H]1C2)CCC)OC(NC)=O)=O (4aR,10aR)-1-propyl-1,2,3,4,4a,5,10,10a-octahydrobenzo[g]quinoline-6,7-diyl bis(methylcarbamate)